C1(=CC=C(OC)C=C1)C(=O)CC1=CC=C(OC)C=C1 Deoxyanisoin